ClC1=C(C(=O)O)C=CC(=C1)C=1C=C2CCN(C2=CC1)CC=1C(=NC(=NC1)N)N 2-chloro-4-(1-((2,4-diaminopyrimidin-5-yl)methyl)indolin-5-yl)benzoic acid